CC1=CC(=NN1C1CCN(CC1)C(=O)OC(C)(C)C)C1=CC=C(C=C1)OC(F)(F)F tert-butyl 4-[5-methyl-3-[4-(trifluoromethoxy)phenyl]pyrazol-1-yl]piperidine-1-carboxylate